Ethyl 2-(4-fluorophenyl)-4,5,6,7-tetrahydro-4,7-methanopyrazolo[1,5-a]pyridine-3-carboxylate FC1=CC=C(C=C1)C1=NN2C(C3CCC2C3)=C1C(=O)OCC